C1(CC1)N(C(=O)C=1C(=NN(C1F)C)C(F)F)CC1=C(C=CC=C1)C1CC1 N-cyclopropyl-N-(2-cyclopropylbenzyl)-3-(difluoromethyl)-5-fluoro-1-methyl-1H-pyrazol-4-carboxamide